6-((5-azaspiro[2.4]heptan-5-yl)methyl)-2-(3-(3-(1-(4-methyl-4H-1,2,4-triazol-3-yl)ethyl)oxetan-3-yl)phenyl)-4-(trifluoromethyl)isoindolin-1-one C1CC12CN(CC2)CC2=CC(=C1CN(C(C1=C2)=O)C2=CC(=CC=C2)C2(COC2)C(C)C2=NN=CN2C)C(F)(F)F